N-(3-chloro-4-(7,8-difluoro-1,3,4,5-tetrahydro-2H-benzo[c]azepine-2-yl)-2,6-Dimethylphenyl)-3,3-dimethylbutanamide ClC=1C(=C(C(=CC1N1CC2=C(CCC1)C=C(C(=C2)F)F)C)NC(CC(C)(C)C)=O)C